ClC1=NC=C(C(=C1)C1=C(C=NC(=C1)C)C(=O)NC=1SC(=NN1)O[C@H]1C[C@@H](CCC1)OC)OC 2'-chloro-5'-methoxy-N-(5-(((1R,3R)-3-methoxycyclohexyl)oxy)-1,3,4-thiadiazol-2-yl)-6-methyl-(4,4'-bipyridine)-3-carboxamide